CN(C1=C2C=CC(=NC2=CC=C1)C(=O)N)C 5-(dimethylamino)-quinoline-2-carboxamide